6-(5-cyclopropyl-6-methoxypyrazolo[1,5-a]pyrimidin-3-yl)-5-fluoro-N-((3S,4S)-4-fluoropyrrolidin-3-yl)pyridin-2-amine C1(CC1)C1=NC=2N(C=C1OC)N=CC2C2=C(C=CC(=N2)N[C@H]2CNC[C@@H]2F)F